2-[3-(tert-butoxycarbonylamino)propyl]-6,7-dihydro-4H-pyrazolo[4,3-c]pyridine-3,5-dicarboxylic acid O5-tert-butyl O3-ethyl ester C(C)OC(=O)C=1N(N=C2C1CN(CC2)C(=O)OC(C)(C)C)CCCNC(=O)OC(C)(C)C